tert-Butyl N-[2-[5-[1-benzyloxy-1-(trifluoromethyl)pent-4-enyl]-1,3,4-oxadiazol-2-yl]-6-(2,2-dimethylpent-4-enoyl)-5-(trifluoromethyl)-3-pyridyl]carbamate C(C1=CC=CC=C1)OC(CCC=C)(C(F)(F)F)C1=NN=C(O1)C1=NC(=C(C=C1NC(OC(C)(C)C)=O)C(F)(F)F)C(C(CC=C)(C)C)=O